C1(CC1)N1C(C=C(C(=C1)C1=CC=CC=C1)C=1C2=C(C(N(C1)C)=O)N(C(=C2)C2=C(C(=CC=C2)F)F)S(=O)(=O)C2=CC=C(C)C=C2)=O 4-(1-cyclopropyl-2-oxo-5-phenyl-1,2-dihydropyridin-4-yl)-2-(2,3-difluorophenyl)-6-methyl-1-tosyl-1,6-dihydro-7H-pyrrolo[2,3-c]pyridin-7-one